2-[(3-dimethylaminopropyl)methoxymethylsilyl]styrene CN(CCC[SiH](C1=C(C=C)C=CC=C1)COC)C